C(#N)CCN(C)CCC#N bis(cyanoethyl)methylamine